4-((3-(2,6-diisopropylphenyl)-2,4-dioxo-3,4-dihydroquinazolin-1(2H)-yl)methyl)-N-hydroxybenzoamide C(C)(C)C1=C(C(=CC=C1)C(C)C)N1C(N(C2=CC=CC=C2C1=O)CC1=CC=C(C(=O)NO)C=C1)=O